C(C)(=O)[O-].C(=C)C=1[N+](=C(NC1)C)CC1=CC=CC=C1 vinylbenzyl-methylimidazolium acetate